C1(C=CC2=CC=3C(C=CC3C=C12)=O)=O s-indacene-1,5-dione